ClCOC([C@@H](NC(=O)OC(C)(C)C)C(C)C)=O N-Boc-valine chloromethyl ester